5-benzyl-N-(4-(4-chloro-2-methylphenyl)pyridine-2-yl)-4H-1,2,4-triazole-3-formamide C(C1=CC=CC=C1)C=1NC(=NN1)C(=O)NC1=NC=CC(=C1)C1=C(C=C(C=C1)Cl)C